2,2-dimethyl-N-pyrrolidin-3-yl-propanamide CC(C(=O)NC1CNCC1)(C)C